N-(3-methoxy-4-methylphenyl)-4-[4-(2-methoxyethoxy)-2-oxo-2,3-dihydro-1H-1,3-benzodiazol-1-yl]cyclohexane-1-carboxamide hept-5-en-1-yl-pivalate C(CCCC=CC)CC(C(=O)O)(C)C.COC=1C=C(C=CC1C)NC(=O)C1CCC(CC1)N1C(NC2=C1C=CC=C2OCCOC)=O